4-{(S)-2-[(S)-2-(Methoxycarbonylamino)-3-phenylpropanamido]-2-[4-(thiophen-3-yl)thiazol-2-yl]ethyl}phenylsulfamic acid COC(=O)N[C@H](C(=O)N[C@@H](CC1=CC=C(C=C1)NS(O)(=O)=O)C=1SC=C(N1)C1=CSC=C1)CC1=CC=CC=C1